N1CC(C1)C[N+]1(CCC(CC1)C(=O)N1CCN(CC1)C(C1=C(C=C(C=C1)NC(=O)C=1N(C(=CN1)C1=C(C(=C(C=C1)OC)F)Cl)C)Cl)=O)CC(=O)O 2-[1-(azetidin-3-ylmethyl)-4-[4-[2-chloro-4-[[5-(2-chloro-3-fluoro-4-methoxy-phenyl)-1-methyl-imidazole-2-carbonyl]amino]benzoyl]piperazine-1-carbonyl]piperidin-1-ium-1-yl]acetic acid